2,8-di(diphenyl-phosphinyl)dibenzothiophene (4-nitrophenyl)(4aS,8aS)-4-[tert-butyl(diphenyl)silyl]oxy-2-oxo-1,3,4,4a,5,6,8,8a-octahydro-1,7-naphthyridine-7-carboxylate [N+](=O)([O-])C1=CC=C(C=C1)OC(=O)N1CC[C@@H]2C(CC(N[C@@H]2C1)=O)O[Si](C1=CC=CC=C1)(C1=CC=CC=C1)C(C)(C)C.C1(=CC=CC=C1)P(=O)(C1=CC2=C(SC3=C2C=C(C=C3)P(=O)(C3=CC=CC=C3)C3=CC=CC=C3)C=C1)C1=CC=CC=C1